BrC=1C=C(C=CC1)CCN1C=C(C=CC1=O)C=O 1-(3-bromophenyl-ethyl)-6-oxo-1,6-dihydropyridine-3-formaldehyde